3-(6-(Aminomethyl)pyrazin-2-yl)piperidine-2,6-dione NCC1=CN=CC(=N1)C1C(NC(CC1)=O)=O